4-((2-fluoropyridin-4-yl)methyl)-1-((2-(trimethylsilyl)ethoxy)methyl)imidazole-2-carbaldehyde FC1=NC=CC(=C1)CC=1N=C(N(C1)COCC[Si](C)(C)C)C=O